4,4-difluoro-1-(2-hydroxyphenyl)-butane-1,3-dione 3-oxime FC(C(CC(=O)C1=C(C=CC=C1)O)=NO)F